3-(3-(2,2-Dimethyl-2,3-dihydrobenzo[f][1,4]oxazepin-4(5H)-yl)-2,3-dihydro-1H-inden-5-yl)-3-(7-methoxy-1-methyl-1H-benzo[d][1,2,3]triazol-5-yl)propanoic acid, formate salt C(=O)O.CC1(OC2=C(CN(C1)C1CCC3=CC=C(C=C13)C(CC(=O)O)C1=CC3=C(N(N=N3)C)C(=C1)OC)C=CC=C2)C